Ethyl 2-(5-bromo-3-methyl-1H-indol-2-yl)-2,2-difluoroacetate BrC=1C=C2C(=C(NC2=CC1)C(C(=O)OCC)(F)F)C